ClC1=CC=C(C=C1)C1C(C2=C(N(S1(=O)=O)CC)N=C(N2C)SC2=CC=CC=C2)=O 3-(4-chlorophenyl)-1-ethyl-5-methyl-6-(phenylthio)-3,5-dihydroimidazo[4,5-c][1,2]Thiazin-4(1H)-one 2,2-dioxide